3-(2-cyanopropan-2-yl)-N-(2,4-dimethyl-3-((3-(9-(tetrahydro-2H-pyran-2-yl)-9H-purin-6-yl)pyridin-2-yl)amino)-phenyl)benzamide C(#N)C(C)(C)C=1C=C(C(=O)NC2=C(C(=C(C=C2)C)NC2=NC=CC=C2C2=C3N=CN(C3=NC=N2)C2OCCCC2)C)C=CC1